tert-butyl (3R)-3-[[4-(3-cyano-4-isopropylsulfanyl-pyrazolo[1,5-a]pyridin-6-yl) pyrazol-1-yl] methyl]piperidine-1-carboxylate C(#N)C=1C=NN2C1C(=CC(=C2)C=2C=NN(C2)C[C@H]2CN(CCC2)C(=O)OC(C)(C)C)SC(C)C